(5-chloro-6-fluoro-1-(tetrahydro-2H-pyran-2-yl)-1H-indazol-4-yl)boronic acid ClC=1C(=C2C=NN(C2=CC1F)C1OCCCC1)B(O)O